(2S,3R,4S,5S)-2,4-dimethyl-4-nitro-3,5-diphenylpyrrolidine-2-carboxylic acid tert-butyl ester C(C)(C)(C)OC(=O)[C@]1(N[C@H]([C@]([C@@H]1C1=CC=CC=C1)([N+](=O)[O-])C)C1=CC=CC=C1)C